C[C@@H]1CC[C@@]2([C@H]([C@H]3[C@@H](O2)C[C@@H]4[C@@]3(CC[C@H]5[C@H]4C[C@H]([C@@H]6[C@@]5(C[C@H]([C@@H](C6)O[C@H]7[C@@H]([C@H]([C@H]([C@H](O7)CO)O[C@H]8[C@@H]([C@H]([C@@H]([C@H](O8)CO)O)O[C@H]9[C@@H]([C@H]([C@@H]([C@H](O9)CO)O)O)O)O[C@H]2[C@@H]([C@H]([C@@H]([C@H](O2)CO)O)O[C@H]2[C@@H]([C@H]([C@@H]([C@H](O2)CO)O)O)O)O)O)O)O)C)O)C)C)OC1 The molecule is a spirostanyl glycoside that is agigenin attached to a pentasaccharide unit via a glycosidic linkage. Isolated from the flowers of Allium leucanthum, it exhibits antineoplastic activity. It has a role as a metabolite and an antineoplastic agent. It is a pentasaccharide derivative, a spirostanyl glycoside and a 2alpha-hydroxy steroid. It derives from an agigenin.